FC(=C1CCN(CC1)C1=C(C(=O)Cl)C=CC(=C1)I)F 2-(4-(difluoromethylene)piperidin-1-yl)-4-iodobenzoyl chloride